O1C(C1)COC1=CC=C(C=C1)N=NC1=CC=CC=C1 1-(4-(oxiran-2-ylmethoxy)phenyl)-2-phenyldiazene